1-(2-hydroxyethyl)-2-(4-(4-methoxyphenyl)-6-(3-nitrophenyl)pyrimidin-2-yl)guanidine hydrochloride Cl.OCCNC(=NC1=NC(=CC(=N1)C1=CC=C(C=C1)OC)C1=CC(=CC=C1)[N+](=O)[O-])N